1-(pyridin-4-yl)-1H-pyrazole-4-carboxamide N1=CC=C(C=C1)N1N=CC(=C1)C(=O)N